C1(=CC=C(C=C1)C(N1SC2=C(C1)C=CC=C2)C2=CC=C(C=C2)C)C 2-(di-p-tolylmethyl)benzo[d]isothiazol